1-Bromo-3-(cyclopropoxy)-5-(trifluoromethoxy)benzene BrC1=CC(=CC(=C1)OC(F)(F)F)OC1CC1